(E)-4-(3-((2-chloro-4-fluorobenzyl)amino)-3-oxoprop-1-en-1-yl)-2-methoxyphenylisobutyrate ClC1=C(CNC(/C=C/C2=CC(=C(C=C2)OC(C(C)C)=O)OC)=O)C=CC(=C1)F